2-(4-(3,5-dimethoxybenzyl)-2-(2-isopropylphenyl)piperazin-1-yl)-7-azaspiro[3.5]nonane COC=1C=C(CN2CC(N(CC2)C2CC3(C2)CCNCC3)C3=C(C=CC=C3)C(C)C)C=C(C1)OC